COC1=NC=NC2=CC=C(C=C12)C=1C=CN2N=C(N=CC21)NC2CN(C2)C 5-(4-methoxyquinazolin-6-yl)-N-(1-methylazetidin-3-yl)pyrrolo[2,1-f][1,2,4]triazin-2-amine